(S)-O-methyl-N-[1-methyl-2-(2,4,6-trichlorophenyl)-ethyl]-hydroxylamine CON[C@H](CC1=C(C=C(C=C1Cl)Cl)Cl)C